CC/C=C\C/C=C\C/C=C\CCCCCCCC(=O)O all-cis-9,12,15-octadecatrienoic acid